N'-1,3-dimethylolbutylurea C(O)C(CC(C)CO)NC(N)=O